CN(S(=O)(=O)F)C N,N-dimethyl-aminosulfonyl fluoride